3-(but-3-yn-1-yl)-3H-diazirin C(CC#C)C1N=N1